N1=CC=C(C2=CC=CC=C12)O R-quinolin-4-ol